ClC=1C=C(C=CC1)N[C@H](CC(C)C)C(=O)N1[C@H]2CC([C@@H]([C@H]1C(=O)N[C@@H](C[C@@H]1C(NCC1)=O)C#N)CC2)(F)F (1R,3S,4R)-2-((3-chlorophenyl)-D-leucyl)-N-((S)-1-cyano-2-((R)-2-oxopyrrolidin-3-yl)ethyl)-5,5-difluoro-2-azabicyclo[2.2.2]octane-3-carboxamide